benzyl 4-[3-[3-(3-amino-6-chloro-pyridazin-4-yl)-3,8-diazabicyclo[3.2.1]octan-8-yl]phenoxy]piperidine-1-carboxylate NC=1N=NC(=CC1N1CC2CCC(C1)N2C=2C=C(OC1CCN(CC1)C(=O)OCC1=CC=CC=C1)C=CC2)Cl